3-[2-(dimethylamino)ethyl]-1-[3-(5-fluoro-2-methoxypyridin-3-yl)-1H-pyrrolo[2,3-b]pyridin-6-yl]urea CN(CCNC(NC1=CC=C2C(=N1)NC=C2C=2C(=NC=C(C2)F)OC)=O)C